1-methyl-7-(4,4,5,5-tetramethyl-1,3,2-dioxaborolan-2-yl)-1H-indazol-3-amine CN1N=C(C2=CC=CC(=C12)B1OC(C(O1)(C)C)(C)C)N